C(=O)(O)CC[Si](O)(O)O.[Cu] copper carboxyethylsilanetriol